C(C)N(C1(CC=C(C(=O)C2=CC=CC=C2)C=C1)N(CC)CC)CC 4,4-Bis(diethylamino)benzophenone